C1=CC=CC=2C3=CC=CC=C3C(C12)COC(=O)N[C@H](CN(CC(=O)O)S(=O)(=O)CCNC(=O)OC(C)(C)C)CC1=CC=C(C=C1)OC(C)(C)C (S)-N-(2-((((9H-fluoren-9-yl)methoxy)carbonyl)amino)-3-(4-(tert-butoxy)phenyl)propyl)-N-((2-((tert-butoxycarbonyl)amino)ethyl)sulfonyl)glycine